octanedioic acid mono-tert-butyl ester C(C)(C)(C)OC(CCCCCCC(=O)O)=O